N-((1H-indazol-6-yl)methyl)-N-(3-methoxybenzyl)-4-((4-methylpiperazin-1-yl)methyl)oxazol-2-amine N1N=CC2=CC=C(C=C12)CN(C=1OC=C(N1)CN1CCN(CC1)C)CC1=CC(=CC=C1)OC